2-(4-((3-chlorobenzyl)oxy)phenyl)-5-(4-chlorophenyl)-4-methyl-1H-imidazole ClC=1C=C(COC2=CC=C(C=C2)C=2NC(=C(N2)C)C2=CC=C(C=C2)Cl)C=CC1